C(C)OC1=C(CNC(=O)N2C(O[C@@H]([C@@H]2C)C2=CC(=CC(=C2)C(F)(F)F)F)=O)C=CC=C1 (4S,5R)-N-(2-ethoxybenzyl)-5-[3-fluoro-5-(trifluoromethyl)phenyl]-4-methyl-2-oxo-1,3-oxazolidine-3-carboxamide